(E)-N-(4-(N-(2,4-difluorobenzyl)-N-(4-fluorobenzyl)sulfamoyl)phenyl)-3-(pyridin-4-yl)acrylamide FC1=C(CN(S(=O)(=O)C2=CC=C(C=C2)NC(\C=C\C2=CC=NC=C2)=O)CC2=CC=C(C=C2)F)C=CC(=C1)F